CS(=O)(=O)OCCCOC=1C=C2C(=NC=NN2C1)C1=CC(=C(C=C1)CNC(=O)OC(C)(C)C)C 3-((4-(4-(((tert-butoxycarbonyl)amino)methyl)-3-methylphenyl)pyrrolo[2,1-f][1,2,4]triazin-6-yl)oxy)propyl methanesulfonate